C[C@H]1N(C[C@@H](N(C1)C(C(=O)NC=1C2=C(C=NC1)C=NN2)=O)C2=CC=CC=C2)C(=O)C2(CC2)C(F)(F)F 2-((2S,5R)-5-methyl-2-phenyl-4-(1-(trifluoromethyl)cyclopropanecarbonyl)piperazin-1-yl)-2-oxo-N-(1H-pyrazolo[4,3-c]pyridin-7-yl)acetamide